NC1=NC=2C=C(C=CC2C2=C1C=NN2C)CN(C(=O)C=2C=NC(=CC2)C2CC2)C2=C(C=C(C=C2)F)OC N-({4-amino-1-methyl-1H-pyrazolo[4,3-c]quinolin-7-yl}methyl)-6-cyclopropyl-N-(4-fluoro-2-methoxyphenyl)pyridine-3-carboxamide